(1R,2R)-N-(1-cyclobutyl-3-(3,3-difluoro-1-methylcyclobutyl)-4-methyl-1H-pyrazol-5-yl)-2-fluorocyclopropane-1-carboxamide C1(CCC1)N1N=C(C(=C1NC(=O)[C@@H]1[C@@H](C1)F)C)C1(CC(C1)(F)F)C